C1N=CC=2C1=CCCC2 5,6-dihydro-1H-pyrrolo[3,4-b]benzene